3-Azido-L-Alanin N(=[N+]=[N-])C[C@H](N)C(=O)O